2-[amino(8-azabicyclo[3.2.1]oct-3-yl)methyl]-4,5-dichlorophenol NC(C1=C(C=C(C(=C1)Cl)Cl)O)C1CC2CCC(C1)N2